NC1=CN(C=2N=CN=CC21)CC(=O)N2[C@@H]1C[C@@H]1C[C@H]2C(=O)NC2=NC(=CC=C2)Br (1R,3S,5R)-2-(2-(5-amino-7H-pyrrolo[2,3-d]pyrimidin-7-yl)acetyl)-N-(6-bromopyridin-2-yl)-2-azabicyclo[3.1.0]hexane-3-carboxamide